CC1(OB(OC1(C)C)C1=CC=C(C=C1)N1CCCC1)C 1-(4-(4,4,5,5-tetramethyl-1,3,2-dioxaborolan-2-yl)phenyl)pyrrolidine